6-(1-methyl-1H-pyrazol-4-yl)-3-(piperazin-1-yl-2,2,3,3,5,5,6,6-d8)pyrazolo[1,5-a]pyridine hydrochloride salt Cl.CN1N=CC(=C1)C=1C=CC=2N(C1)N=CC2N2C(C(NC(C2([2H])[2H])([2H])[2H])([2H])[2H])([2H])[2H]